NC=1C=CC(=NC1)N(CCN(C(=O)OC(C)(C)C)C1=NC=C(C=C1)N)C(=O)OC(C)(C)C bis(5-amino-2-pyridyl)-N,N'-bis(tert-butoxycarbonyl)ethylenediamine